4-(1-(3,4-dichlorophenyl)-2,4-dioxo-3-(pyridin-3-yl)-1,2,3,4-tetrahydroquinazolin-7-yl)-1-naphthalonitrile ClC=1C=C(C=CC1Cl)N1C(N(C(C2=CC=C(C=C12)C1=CC=C(C2=CC=CC=C12)C#N)=O)C=1C=NC=CC1)=O